ClC=1C=CC(=C(CNC([C@H](C)NC(=O)[C@@H]2N(C[C@@H](C2)C=2C=C(C=CC2)C)C(=O)OC(C)(C)C)=O)C1)O tert-Butyl (2R,4S)-2-(((S)-1-((5-chloro-2-hydroxybenzyl)amino)-1-oxopropan-2-yl)carbamoyl)-4-(m-tolyl)pyrrolidine-1-carboxylate